CN([C@]1(CN(CCC1)C1=CC(=C(C=C1)S(=O)(=O)NC1=NC=NC=C1)F)CCC1=CC(=CC=C1)C(F)(F)F)C (R)-4-(3-(dimethylamino)-3-(3-(trifluoromethyl)phenethyl)piperidin-1-yl)-2-fluoro-N-(pyrimidin-4-yl)benzenesulfonamide